O[C@@H]1[C@@H]2[C@]3(CCC(C=C3CC[C@H]2[C@@H]2CCC([C@@]2(C)C1)=O)=O)C 11β-hydroxyandrostenedione